5-(3-(benzyloxy)propoxy)-6-(4-methyl-(Piperazin-1-yl)pyridin-3-yl)-5-bromo-1-toluenesulfonyl-1H-pyrazolo[3,4-c]pyridine C(C1=CC=CC=C1)OCCCOC1(C=C2C(=CN1C=1C(=NC=CC1C)N1CCNCC1)N(N=C2)S(=O)(=O)CC2=CC=CC=C2)Br